1-mercaptoisoindole SC=1NC=C2C=CC=CC12